BrC=1C(=C(C(=CC1)F)NC(=O)C=1NN=CC1)F N-(3-bromo-2,6-difluorophenyl)-2H-pyrazole-3-carboxamide